1,3,5-trimethyl-2,4,6-tri(3,5-di-tert-butyl-4-hydroxyphenyl)benzene methyl-6-amino-2-methoxy-3-(2H-1,2,3-triazol-2-yl)isonicotinate COC(C1=C(C(=NC(=C1)N)OC)N1N=CC=N1)=O.CC1=C(C(=C(C(=C1C1=CC(=C(C(=C1)C(C)(C)C)O)C(C)(C)C)C)C1=CC(=C(C(=C1)C(C)(C)C)O)C(C)(C)C)C)C1=CC(=C(C(=C1)C(C)(C)C)O)C(C)(C)C